C1(CCCC1)OC1=NC=CC=C1C1=CC(=C(C=C1)CCCCC(=O)O)F 5-[4-(2-cyclopentyloxy-pyridin-3-yl)-2-fluoro-phenyl]-pentanoic acid